C(C)N(C(=N)N(CCC)C)CC 1,1-diethyl-3-methyl-3-propylguanidine